4,4,5,5-tetramethyl-2-(tetrahydrofuran-3-ylmethyl)-1,3,2-dioxaborolane CC1(OB(OC1(C)C)CC1COCC1)C